(R)-3-(4-bromo-1H-pyrazol-1-yl)-3-cyclopentanol BrC=1C=NN(C1)C1(CCCC1)O